chloro-4,4-dimethylcyclohex-1-en-1-carbaldehyde ClC1=C(CCC(C1)(C)C)C=O